C1(C=CC=C1)[Ti](C1=C(C(=CC=C1F)N(CCCCCC)C(=O)C1=CC=C(C=C1)C)F)(C1=C(C(=CC=C1F)N(CCCCCC)C(=O)C1=CC=C(C=C1)C)F)C1C=CC=C1 bis(cyclopentadienyl)bis[2,6-difluoro-3-(N-hexyl-(4-toluoyl)amino)phenyl]titanium